NC=1C(=NC(=CN1)C1=CC(=C(C=C1)N1C[C@H](CC1)F)C#N)N1N=CC(=C1)C(=O)N 1-(3-amino-6-{3-cyano-4-[(3S)-3-fluorotetrahydro-1H-pyrrol-1-yl]phenyl}pyrazin-2-yl)pyrazole-4-carboxamide